N-((trans)-3-aminocyclobutyl)-5-phenylthiazole-2-carboxamide TFA salt OC(=O)C(F)(F)F.N[C@@H]1C[C@H](C1)NC(=O)C=1SC(=CN1)C1=CC=CC=C1